N-(4-methoxyphenyl)-2-(5-(trifluoromethyl)-1,2,4-oxadiazol-3-yl)-6,7-dihydrothieno[3,2-c]pyridine-5(4H)-carboxamide COC1=CC=C(C=C1)NC(=O)N1CC2=C(CC1)SC(=C2)C2=NOC(=N2)C(F)(F)F